(S)-5-chloro-6-fluoro-2-phenyl-2-((S)-pyrrolidin-2-yl)-2,3-dihydrobenzene ClC1=CC[C@@](C=C1F)([C@H]1NCCC1)C1=CC=CC=C1